(R)-7-(benzylthio)-1,3-dimethyl-2,3-dihydro-1H-pyrido[2,3-b][1,4]oxazine C(C1=CC=CC=C1)SC1=CC2=C(O[C@@H](CN2C)C)N=C1